BrC=1C=2CCOC(C2C2=C(C1)OCO2)CN(C(OC(C)(C)C)=O)C tert-butyl ((5-bromo-6,9-dihydro-7H-[1,3]dioxolo[4,5-h]isochromen-9-yl)methyl)(methyl)carbamate